ClCC1=NC=CC(=C1CCl)C 2,3-bis(chloromethyl)-4-methyl-pyridine